C/C(/CN1C(CCCC1)C=1NC(=CN1)C1=CC=C(C=C1)C)=C\C (E)-2-methyl-1-(2-(5-(p-tolyl)-1H-imidazol-2-yl)piperidin-1-yl)but-2-en